(S)-2-(2-amino-3-methylbutanamido)acetic acid N[C@H](C(=O)NCC(=O)O)C(C)C